2-(6-chloro-4-methoxy-indol-1-yl)ethynyl-triisopropylsilane ClC1=CC(=C2C=CN(C2=C1)C#C[Si](C(C)C)(C(C)C)C(C)C)OC